Cl[Pd]CC=CC (chloro)(crotyl)palladium(II)